BrC1=CC2=C(C(CS2(=O)=O)NS(=O)(=O)C)C=C1 N-(6-bromo-1,1-dioxo-2,3-dihydrobenzothiophen-3-yl)methanesulfonamide